tert-butyl (R)-(4-(2-((5-chloro-2-methoxyphenyl) (1H-indole-2-yl)methyl)-3-oxoisoindole-5-yl)phenyl)carbamate ClC=1C=CC(=C(C1)[C@@H](N1CC2=CC=C(C=C2C1=O)C1=CC=C(C=C1)NC(OC(C)(C)C)=O)C=1NC2=CC=CC=C2C1)OC